Methyl-octacosanyl-phosphonium tetrakis(pentafluorophenyl)borate sodium methoxide C[O-].[Na+].FC1=C(C(=C(C(=C1[B-](C1=C(C(=C(C(=C1F)F)F)F)F)(C1=C(C(=C(C(=C1F)F)F)F)F)C1=C(C(=C(C(=C1F)F)F)F)F)F)F)F)F.C[PH2+]CCCCCCCCCCCCCCCCCCCCCCCCCCCC